(E)-3-(4-(trifluoromethoxy)phenyl)acrylic acid FC(OC1=CC=C(C=C1)/C=C/C(=O)O)(F)F